(1-butyl-N-(2,6-dimethylphenyl)piperidine-2-carboxamido)-2-(2-methoxyethoxy)acetic acid methyl ester COC(C(OCCOC)N(C(=O)C1N(CCCC1)CCCC)C1=C(C=CC=C1C)C)=O